[N+](=O)([O-])C1=C(C)C=CC(=C1)[N+](=O)[O-] 2,4-dinitro-toluene